C1(CC1)CN1N=C(C(=C1NC1=CC(=NC=N1)N1N=C(C(=C1C)[C@@H](C)O)C)C)C1=CC=C(C=C1)F |r| (±)-1-[1-(6-{[1-(cyclopropylmethyl)-3-(4-fluorophenyl)-4-methyl-1H-pyrazol-5-yl]amino}pyrimidin-4-yl)-3,5-dimethyl-1H-pyrazol-4-yl]ethanol